(S)-ethyl 8-(2-amino-6-((R)-2,2,2-trifluoro-1-(4-(quinoxalin-6-yl)phenyl)ethoxy)pyrimidin-4-yl)-2,8-diazaspiro[4.5]decane-3-carboxylate NC1=NC(=CC(=N1)N1CCC2(C[C@H](NC2)C(=O)OCC)CC1)O[C@@H](C(F)(F)F)C1=CC=C(C=C1)C=1C=C2N=CC=NC2=CC1